methyl (2S,3R)-2-(4-benzylpiperazin-1-yl)-3-((tert-butyldimethylsilyl)oxy)butanoate C(C1=CC=CC=C1)N1CCN(CC1)[C@H](C(=O)OC)[C@@H](C)O[Si](C)(C)C(C)(C)C